(R)-N-(3-(azetidin-3-yl)-1-(6-(3-methoxytetrahydrofuran-3-yl)-4-methylpyridin-2-yl)-1H-pyrrolo[3,2-c]Pyridin-6-yl)acetamide N1CC(C1)C1=CN(C2=C1C=NC(=C2)NC(C)=O)C2=NC(=CC(=C2)C)[C@]2(COCC2)OC